4-(3,5-dibromo-1H-pyrazol-1-yl)-2-methoxypyridine BrC1=NN(C(=C1)Br)C1=CC(=NC=C1)OC